(R)-1-(2-((5-bromopyridin-3-yl)amino)-5-chloropyrimidin-4-yl)piperidin-3-ol BrC=1C=C(C=NC1)NC1=NC=C(C(=N1)N1C[C@@H](CCC1)O)Cl